FC(C=1C=C(C=CC1)N1CCN(CC1)CCO)(F)F 4-(3-trifluoromethyl-phenyl)-1-piperazine-ethanol